OC1=C(C=C(C=C1C(C)(C)C1=CC=CC=C1)C(C)(C)C1=CC=CC=C1)N1N=C2C(=N1)C=CC=C2 2-(2-hydroxy-3',5'-dicumylphenyl)-benzotriazole